C(CCCCC)(=O)OCCCCCCCCCCCCCCCCCCCCCC behenyl hexanoate